4-amino-2-(dimethylamino)-5-nitro-N-(4-(trifluoromethoxy)phenyl)benzenesulfonamide NC1=CC(=C(C=C1[N+](=O)[O-])S(=O)(=O)NC1=CC=C(C=C1)OC(F)(F)F)N(C)C